C(C)(C)(C)OC(=O)N1C[C@@H](CC1)OC1=CC=C(C=C1)C=1C=C2C(N(CC2=C(C1)F)C(C(NC=1SC=CN1)=O)C1=C2N(C=N1)CCC2)=O (3R)-3-[4-[2-[1-(6,7-dihydro-5H-pyrrolo[1,2-c]imidazol-1-yl)-2-oxo-2-(thiazol-2-ylamino)ethyl]-7-fluoro-3-oxo-isoindolin-5-yl]phenoxy]pyrrolidine-1-carboxylic acid tert-butyl ester